2-((4-(1-(1-((2-chloro-4-(trifluoromethyl)phenyl)carbamoyl)cyclobutyl)-1H-pyrazol-4-yl)piperidin-1-yl)methyl)-7-azaspiro[3.5]nonane-7-carboxylic acid tert-butyl ester C(C)(C)(C)OC(=O)N1CCC2(CC(C2)CN2CCC(CC2)C=2C=NN(C2)C2(CCC2)C(NC2=C(C=C(C=C2)C(F)(F)F)Cl)=O)CC1